3-Bromo-N,N-dimethyl-1H-indole-7-carboxamide BrC1=CNC2=C(C=CC=C12)C(=O)N(C)C